OC1=C(OC=C1)CC(=O)O hydroxyfuranacetic acid